ClC1=CC=C2C(=CNC2=C1)S(=O)(=O)NC=1C(=NC(=C(C1)F)OCC(F)F)F 6-Chloro-N-[6-(2,2-difluoroethoxy)-2,5-difluoropyridin-3-yl]-1H-indol-3-sulfonamid